C(C1=CC=CC=C1)OC=1C=C2C(=CNC2=CC1)CC(=O)OC Methyl 2-(5-benzyloxy-1H-indol-3-yl)acetate